Cl.Cl.ClCCCNC=1C=CC2=C(CNC[C@H](O2)CC)N1 (R)-N-(3-chloropropyl)-2-ethyl-2,3,4,5-tetrahydropyrido[2,3-f][1,4]oxazepin-7-amine dihydrochloride